COC1=C(C2=CC=CC=C2C=C1B1OC(C)(C)C(C)(C)O1)C1=C(C(=CC2=CC=CC=C12)B1OC(C)(C)C(C)(C)O1)OC 2,2'-dimethoxy-1,1'-binaphthalene-3,3'-diboronic acid pinacol ester